C(C)(C)(C)OC(NC(C(=O)N)C1=NC(=CN=C1)N(C)C)=O.OC(CN(CCC(C(=O)N)CCCCCC\C=C/CCCCCCCC)CCO)CO [2-[(2,3-dihydroxypropyl)(2-hydroxyethyl)amino]-ethyl]oleamide tert-butyl-N-[2-amino-1-[6-(dimethylamino)pyrazin-2-yl]-2-oxo-ethyl]carbamate